FC=1N=NC=CC1 fluoropyridazin